(R)-5'-chloro-5-methyl-1-propyl-1,2,5,6-tetrahydro-3,3'-bipyridine ClC=1C=C(C=NC1)C=1CN(C[C@@H](C1)C)CCC